C(C)OC1=C(C(=C(C(=C1F)F)F)F)S(=O)(=O)N(C)C ethoxy-3,4,5,6-tetrafluoro-N,N-dimethylbenzenesulfonamide